2-chloro-5-(3-methoxyprop-1-yn-1-yl)nicotinonitrile ClC1=C(C#N)C=C(C=N1)C#CCOC